FC=1C=C(C=NC1NC1(CC1)C1=C(C=CC=C1)F)C#N 5-fluoro-6-[[1-(2-fluorophenyl)cyclopropyl]amino]pyridine-3-carbonitrile